5-iodopentylammonium ICCCCC[NH3+]